C(C)(=O)C1=CC=C(C(=O)NC2=C(OC3=C2C=C(C=C3)Cl)C(=O)O)C=C1 (4-Acetylbenzamido)-5-chlorobenzofuran-2-carboxylic acid